CC1=C(C=CC(=C1)OC1=NC=CC=N1)N1C2=C(SC=3N=CC=C(NC1=O)C32)C(=O)N (R)-(2-methyl-4-(pyrimidin-2-yloxy)phenyl)-4-oxo-4,5-dihydro-3H-1-thia-3,5,8-triazaacenaphthylene-2-carboxamide